silicon-tantalum oxide [O-2].[Ta+5].[Si+4]